C1(CCC1)OC1=CC=2N(C=C1C(=O)NC=1C(N(C=CC1)C1C(C1)F)=O)C=C(N2)[C@@]21CO[C@@](C2)(C1)C cis-7-cyclobutoxy-N-(1-(2-fluorocyclopropyl)-2-oxo-1,2-dihydropyridin-3-yl)-2-(1-methyl-2-oxabicyclo[2.1.1]hex-4-yl)imidazo[1,2-a]pyridine-6-carboxamide